CN(CC(C1=CC(=NC=C1)OCC(F)(F)F)NC(=O)NC1CC2(C1)CCC2)C 1-{2-dimethylamino-1-[2-(2,2,2-trifluoro-ethoxy)-pyridin-4-yl]-ethyl}-3-spiro[3.3]hept-2-yl-urea